C(C)(C)(C)OC(=O)N1C(C(C1)=O)C(=O)OC(C)(C)C 1-tert-butoxycarbonyl-(Boc)-3-azetidinone